N-(dibenzofuran-4-yl)-N-phenyl-amine C1=CC=C(C=2OC3=C(C21)C=CC=C3)NC3=CC=CC=C3